4-[(2,5-difluorobenzyl)amino]-2-[(1-methyl-1H-pyrazol-4-yl)amino]pyrimidin-5-carboxamide FC1=C(CNC2=NC(=NC=C2C(=O)N)NC=2C=NN(C2)C)C=C(C=C1)F